1-(2-(Piperidin-3-yl)benzyl)-2-thiocarbonyl-1,2,3,5-tetrahydro-4H-pyrrolo[3,2-d]pyrimidin-4-one N1CC(CCC1)C1=C(CN2C(NC(C3=C2C=CN3)=O)=C=S)C=CC=C1